CC=1N=C(SC1)N1C[C@H](C[C@@H](C1)N1CCOCC1)N (3S,5S)-1-(4-methylthiazol-2-yl)-5-morpholinopiperidin-3-amine